FC(C1CC2N(C(C1)C2)C(=O)NC2=CC(=C(C=C2)C)C=2C=NC=C(C2)F)F trans-3-(difluoromethyl)-N-(3-(5-fluoropyridin-3-yl)-4-methylphenyl)-6-azabicyclo[3.1.1]heptane-6-carboxamide